N[K] amino-potassium